ClC1=NC=CC=C1N1C(N=C(C2=C1N=C(C=C2)C(F)(F)F)NC)=O 1-(2-chloropyridin-3-yl)-4-(methylamino)-7-(trifluoromethyl)-pyrido[2,3-d]-pyrimidin-2(1H)-one